C(C)(=O)C1=NN(C2=C(C=C(C=C12)C=1C=NC(=NC1)C)C)CC(=O)N1[C@@H](C[C@H](C1)F)C(=O)NC1=NC(=CC=C1)Br (2S,4R)-1-(2-(3-acetyl-7-methyl-5-(2-methylpyrimidin-5-yl)-1H-indazol-1-yl)acetyl)-N-(6-bromopyridin-2-yl)-4-fluoropyrrolidine-2-carboxamide